(R/S)-3-[[5-[3-(Difluoromethoxy)-4-fluoro-phenyl]-3-pyridyl]methyl]-4-methyl-oxazolidin-2-one FC(OC=1C=C(C=CC1F)C=1C=C(C=NC1)CN1C(OC[C@H]1C)=O)F |r|